N1(CCCC2=CC=CC=C12)CCC(=O)N1CC(CCC1)O 3-(3,4-dihydroquinolin-1(2H)-yl)-1-(3-hydroxypiperidin-1-yl)propan-1-one